COC1(COC1)C(=O)O 3-Methoxyoxetane-3-carboxylic acid